ClC1=C(C(=CC=C1Cl)O)[C@H](C)NC([C@H](CO)O)=O (2S)-N-[(1S)-1-(2,3-dichloro-6-hydroxyphenyl)ethyl]-2,3-dihydroxypropan-amide